NC1=NC=C(C2=C1C=NN2)NC(=O)C(=O)N([C@@H]2CCCC1=CC=CC=C21)CC2=CC=CC=C2 |r| rac-N-(4-Amino-1H-pyrazolo[4,3-c]pyridin-7-yl)-N'-benzyl-N'-tetralin-1-yl-oxamide